6-(4-fluoro-2-methylphenyl)-2-phenoxymethylimidazo[1,2-a]pyrimidine FC1=CC(=C(C=C1)C=1C=NC=2N(C1)C=C(N2)COC2=CC=CC=C2)C